(2R*,4R*)-4-(4-(tert-Butyl)phenyl)-2-methylpiperidine C(C)(C)(C)C1=CC=C(C=C1)[C@H]1C[C@H](NCC1)C |o1:10,12|